(2-(2-fluorophenyl)pyridin-4-yl)-7-morpholinoquinazoline-4,6-diamine FC1=C(C=CC=C1)C1=NC=CC(=C1)C1=NC2=CC(=C(C=C2C(=N1)N)N)N1CCOCC1